5-(ethyl-d5)-naphthalene-2-ol dihydrochloride Cl.Cl.C(C([2H])([2H])[2H])(C1=C2C=CC(=CC2=CC=C1)O)([2H])[2H]